C[Si](C(C)C1=C(C(=C(C=C1)[SiH](C)C)CC[SiH2]C(NCCC[Si](C)(OC)OC)NCCC[Si](OC)(OC)C)[SiH](C)C)(OC)OC 1-methyldimethoxysilylethyldimethylsilyl-2-bis(methyldimethoxysilylpropylamino)methylsilylethyldimethylsilylbenzene